(4-(6-methoxy-3-methyl-4-oxo-3,4-dihydrophthalazin-1-yl)benzyl)carbamic acid tert-butyl ester C(C)(C)(C)OC(NCC1=CC=C(C=C1)C1=NN(C(C2=CC(=CC=C12)OC)=O)C)=O